C(C)OC(=O)C=1C(=NC(=NC1S(=O)(=O)C)NCC)C=1OC=CC1.C(C)(C)(CC(C)(C)C)NC(C=C)=O N-tertiary octyl-acrylamide ethyl-2-(ethylamino)-4-(2-furanyl)-6-methylsulfonyl-pyrimidine-5-carboxylate